1-Undecyl-3-ethylpyrrolidinium acetat C(C)(=O)[O-].C(CCCCCCCCCC)[NH+]1CC(CC1)CC